chromium manganese zinc oxide [O-2].[Zn+2].[Mn+2].[Cr+3]